Dihydrofarnesol CC(CC/C=C(\C)/CCC=C(C)C)CCO